butyltris(thietanylthio)tin C(CCC)[Sn](SC1SCC1)(SC1SCC1)SC1SCC1